1-[[4-[2-(2-amino-3-pyridyl)-5-phenyl-imidazo[4,5-b]pyridin-3-yl]-2-fluoro-phenyl]carbamoyl]piperidine-4-carboxylic acid NC1=NC=CC=C1C1=NC=2C(=NC(=CC2)C2=CC=CC=C2)N1C1=CC(=C(C=C1)NC(=O)N1CCC(CC1)C(=O)O)F